N-(3-fluoro-4-(2-hydroxypropan-2-yl)phenyl)-2-(1H-imidazol-1-yl)-6-(trifluoromethyl)pyrimidine-4-carboxamide FC=1C=C(C=CC1C(C)(C)O)NC(=O)C1=NC(=NC(=C1)C(F)(F)F)N1C=NC=C1